Cl.NC/C(/CN1N=CN(C1=O)C1=CC(=CC=C1)C=1C=NC=CC1)=C\F 2-[(2E)-2-(aminomethyl)-3-fluoroprop-2-en-1-yl]-4-[3-(pyridin-3-yl)phenyl]-2,4-dihydro-3H-1,2,4-triazol-3-one hydrochloride